BrC1=CC(=CC(=C1)C(=C)C)C(C)(C)C 1-bromo-3-(1,1-dimethylethyl)-5-(1-methylethenyl)benzene